4-[4-Bromo-6-(2-fluoro-6-methyl-benzyl)-3-hydroxy-pyridin-2-yl]-4-oxo-butyric acid ethyl ester C(C)OC(CCC(=O)C1=NC(=CC(=C1O)Br)CC1=C(C=CC=C1C)F)=O